12-[(2,5-Dioxopyrrolidin-1-yl)oxy]-N-(2-{[α-D-mannopyranosyl-(1→3)-[α-D-mannopyranosyl-(1→6)]-α-D-mannopyranosyl]oxy}ethyl)-12-oxo-dodecanamide O=C1N(C(CC1)=O)OC(CCCCCCCCCCC(=O)NCCO[C@@H]1[C@@H](O)[C@@H](O[C@@H]2[C@@H](O)[C@@H](O)[C@H](O)[C@H](O2)CO)[C@H](O)[C@H](O1)CO[C@@H]1[C@@H](O)[C@@H](O)[C@H](O)[C@H](O1)CO)=O